(+/-)-4,4-difluoro-3-(2-hydroxyethyl)piperidine-1-carboxylic acid tert-butyl ester C(C)(C)(C)OC(=O)N1C[C@H](C(CC1)(F)F)CCO |r|